N1N=CC(=C1)CN1C(=CC2=C(C(=CC=C12)CN1CCC(CC1)NC=1C2=C(N=CN1)SC(=C2)CC(F)(F)F)C)C#N 1-((1H-pyrazol-4-yl)methyl)-4-methyl-5-((4-((6-(2,2,2-trifluoroethyl)thieno[2,3-d]pyrimidin-4-yl)amino)piperidin-1-yl)methyl)-1H-indole-2-carbonitrile